Cl.C1(CCCC1)OC=1C=C(C=CC1OC)CN1C=NC(=C2N=C(N=C12)C(C)C)NCC 3-[[3-(cyclopentyloxy)-4-methoxyphenyl]methyl]-N-ethyl-8-(1-methylethyl)-3H-purin-6-amine hydrochloride